BrC=1C=C2C=NN(C2=C(C1)CC)C1OCCCC1 5-bromo-7-ethyl-1-tetrahydropyran-2-yl-indazole